Cl.N1C[C@H](CC1)O (S)-pyrrolidin-3-ol, hydrochloride